2,5-di(4'-formylphenyl)terephthalic acid C(=O)C1=CC=C(C=C1)C1=C(C(=O)O)C=C(C(=C1)C(=O)O)C1=CC=C(C=C1)C=O